2,2,3,3,5,6-hexafluoro-1,4-dioxane FC1(OC(C(OC1(F)F)F)F)F